C1(CC[C@H](C)O1)=S (S)-(γ-thiovalerolactone)